C(#N)C1=CC=C(CCN[C@H](C(=O)NC2=NN(C=C2)C2CCOCC2)C2=CC=CC=C2)C=C1 |r| (S)- and (R)-2-((4-cyanophenethyl)amino)-2-phenyl-N-(1-(tetrahydro-2H-pyran-4-yl)-1H-pyrazol-3-yl)-acetamide